FC1=CC(=C2C=C(NC(C2=C1)=O)CCC(=O)N1CCC(=CC1)C1=CC(=NC=C1)F)C 7-fluoro-3-(3-(2'-fluoro-3,6-dihydro-[4,4'-bipyridine]-1(2H)-yl)-3-oxopropyl)-5-methylisoquinolin-1(2H)-one